1-(5-bromo-2-methylphenyl)-2-(2-hydroxyethoxy)ethan-1-ol BrC=1C=CC(=C(C1)C(COCCO)O)C